1-(6,7-dimethoxyquinazolin-4-yl)piperidin-4-ylamine chloride [Cl-].COC=1C=C2C(=NC=NC2=CC1OC)N1CCC(CC1)N